3-[(2,5-difluorophenoxyethylsulfanyl)methyl]-1H-1,2,4-triazol-5(4H)-one FC1=C(OCCSCC2=NNC(N2)=O)C=C(C=C1)F